Coniferylbenzoat C(\C=C\C1=CC(OC)=C(O)C=C1)OC(C1=CC=CC=C1)=O